ethyl-18-nonadecanolide C(C)C1C(=O)OC(CCCCCCCCCCCCCCC1)C